(R)-2-(((2-(2-methyl-[1,1'-biphenyl]-3-yl)-6-(methylthio)benzo[d]oxazol-5-yl)methyl)amino)butanoic acid CC1=C(C=CC=C1C=1OC2=C(N1)C=C(C(=C2)SC)CN[C@@H](C(=O)O)CC)C2=CC=CC=C2